n-octadecanecarboxylic acid C(CCCCCCCCCCCCCCCCC)C(=O)O